(S)-2-(1-(1-(2-fluorophenyl)-2-methoxy-2-oxoethyl)-4-(methylthio)-1,2,5,6-tetrahydropyridin-3-yl)acetic acid FC1=C(C=CC=C1)[C@@H](C(=O)OC)N1CC(=C(CC1)SC)CC(=O)O